diethyl acetoacetylmethylmalonate C(CC(=O)C)(=O)C(C(=O)OCC)(C(=O)OCC)C